C(#N)C1=C(C=C(C=C1)C(C(=O)OC)N1C(CCC1=O)=O)F methyl 2-(4-cyano-3-fluorophenyl)-2-(2,5-dioxopyrrolidin-1-yl)acetate